C(#N)CCCCCCCCCCCCCCC 1-cyanopentadecane